CC(C)(COP(=O)(O)O)[C@H](C(=O)NCCC(=O)N[C@@H](CS)C(=O)O)O 4'-Phosphopantothenoylcysteine